tert-butyl (2-(2-(dimethylamino)ethoxy)-4-(methylsulfonyl)phenyl)carbamate CN(CCOC1=C(C=CC(=C1)S(=O)(=O)C)NC(OC(C)(C)C)=O)C